[Ba].[V] vanadium-barium